1-(4-(2-(3-chloro-4-ethoxyphenyl)-1,3-selenazol-5-yl)benzyl)azetidine-3-carboxylic acid methyl ester COC(=O)C1CN(C1)CC1=CC=C(C=C1)C1=CN=C([Se]1)C1=CC(=C(C=C1)OCC)Cl